NC1=NC=CC(=C1Cl)SC=1C=CC=2C(=NC=C(N2)N2CC[Si](CC2)(C)CNC(OC(C)(C)C)=O)N1 tert-butyl ((1-(6-((2-amino-3-chloropyridin-4-yl)thio)pyrido[2,3-b]pyrazin-2-yl)-4-methyl-1,4-azasilinan-4-yl)methyl)carbamate